BrC=1C=C(N(N1)C1=NC=CC=C1Br)C1=NC2=C(C(O1)=O)C=C(C=C2C)Cl 2-[5-bromo-2-(3-bromo-2-pyridyl)pyrazol-3-yl]-6-chloro-8-methyl-3,1-benzoxazin-4-one